ClCC=1C=NC(=NC1)C1C(NC(CC1)=O)=O 3-(5-(Chloromethyl)pyrimidin-2-yl)piperidine-2,6-dione